2-(4-(((trifluoromethyl)sulfonyl)oxy)cyclohex-3-en-1-yl)acetic acid ethyl ester C(C)OC(CC1CC=C(CC1)OS(=O)(=O)C(F)(F)F)=O